(S)-(1-amino-5-fluoro-1,2,3,4-tetrahydronaphthalen-1-yl-4,4-d2)Methanol N[C@]1(CCC(C2=C(C=CC=C12)F)([2H])[2H])CO